N-(5-(furan-2-yl)-2-((methylamino)methyl)phenyl)benzenesulfonamide O1C(=CC=C1)C=1C=CC(=C(C1)NS(=O)(=O)C1=CC=CC=C1)CNC